1-(4-(8-(1,3,4-oxadiazol-2-yl)-2-(perfluoroethyl)imidazo[1,2-a][1,8]naphthyridin-4-yl)phenyl)ethan-1-one O1C(=NN=C1)C=1N=C2N(C=3N=C(C=C(C3C=C2)C2=CC=C(C=C2)C(C)=O)C(C(F)(F)F)(F)F)C1